9-{[3,5-bis(trifluoromethyl)benzyl]oxy}-3,4,6,7,8,9-hexahydropyrido[2,1-c][1,2,4]thiadiazine 2,2-dioxide FC(C=1C=C(COC2CCCN3C2=NS(CC3)(=O)=O)C=C(C1)C(F)(F)F)(F)F